C1(=CC=C(C=C1)S(=O)(=O)[O-])S(=O)(=O)[O-].[K+].[K+] dipotassium p-benzenedisulfonate